2,2-dimethyl-cyclopropane-1-carboxylic acid CC1(C(C1)C(=O)O)C